CC(CC(=O)C1=C(C(=C(OCC=2C=C(C=CC2)C2=CC(=CC=C2)S(=O)(=O)N)C=C1)C)O)(C)C 3'-((4-(3,3-Dimethylbutanoyl)-3-hydroxy-2-methylphenoxy)methyl)-[1,1'-biphenyl]-3-sulfonamide